methyl (R)-4-(5-fluoro-4-((R)-1-fluoroethyl)pyridin-3-yl)-2-methyl-5-oxo-1,4,5,7-tetrahydrofuro[3,4-b]pyridine-3-carboxylate FC=1C(=C(C=NC1)[C@H]1C2=C(NC(=C1C(=O)OC)C)COC2=O)[C@@H](C)F